N-[4-[[3-[2-[(1r,4r)-(4-Aminocyclohexyl)amino]pyrimidin-4-yl]-4-pyridyl]oxy]-3-fluorophenyl]2-bromobenzenesulfonamide NC1CCC(CC1)NC1=NC=CC(=N1)C=1C=NC=CC1OC1=C(C=C(C=C1)NS(=O)(=O)C1=C(C=CC=C1)Br)F